C(C)(C)(C)OC(NC1=CC(=CC=C1)CN1N=CC2=C(N(C=3C=C(C=CC23)S(=O)C)C)C1=O)=O (3-((5-methyl-7-(methylsulfinyl)-4-oxo-4,5-dihydro-3H-pyridazino[4,5-b]indol-3-yl)methyl)phenyl)carbamic acid tert-butyl ester